ethyl 1-((3,3-difluoro-1-methylcyclobutyl)methyl)-3-(2-fluoropropan-2-yl)-4-iodo-1H-pyrazole-5-carboxylate FC1(CC(C1)(C)CN1N=C(C(=C1C(=O)OCC)I)C(C)(C)F)F